FC1=C(CN2C(N(C(C3=C2SC(=C3CN(C)C)C3=CC=C(C=C3)N)=O)C=3C=NC(=CC3)OCCF)=O)C(=CC=C1)F 1-(2,6-difluorobenzyl)-5-((dimethylamino)methyl)-3-(6-(2-fluoroethoxy)pyridin-3-yl)-6-(4-aminophenyl)thieno[2,3-d]pyrimidine-2,4(1H,3H)-dione